((2R,4S,5R)-4-azido-5-phenoxytetrahydro-2H-pyran-2-yl)((S)-1-(4-fluorophenyl)-3,4-dihydroisoquinolin-2(1H)-yl)methanone N(=[N+]=[N-])[C@H]1C[C@@H](OC[C@@H]1OC1=CC=CC=C1)C(=O)N1[C@H](C2=CC=CC=C2CC1)C1=CC=C(C=C1)F